C(C)C1=C(NC2=CC=C(C=C12)C1CCN(CC1)C(=O)C1CCN(CC1)C)C1=CC(=NC=C1)C (4-(3-ethyl-2-(2-methylpyridin-4-yl)-1H-indol-5-yl)piperidin-1-yl)(1-methylpiperidin-4-yl)methanone